2-[(cis)-3-hydroxy-3-methylcyclobutyl]-7-(trifluoromethyl)-2H-1,2,3-benzotriazol-5-ol OC1(CC(C1)N1N=C2C(=N1)C(=CC(=C2)O)C(F)(F)F)C